O=C1[C@H](C[C@@H]2N1CCN(C2)C2=NC=C(C#N)C=C2)CCCC2=CC=CC=1N2N=NN1 6-((7S,8aS)-6-oxo-7-(3-(tetrazolo[1,5-a]pyridin-5-yl)propyl)hexahydropyrrolo[1,2-a]pyrazin-2(1H)-yl)nicotinonitrile